C(C1=CC=CC=C1)NC N-benzylmethylamine